2-[2,6-Dimethyl-4-(trifluoromethyl)phenyl]-6-ethyl-5-hydroxy-4-(3-cyano-1H-1,2,4-triazol-1-yl)pyridazin-3(2H)-one CC1=C(C(=CC(=C1)C(F)(F)F)C)N1N=C(C(=C(C1=O)N1N=C(N=C1)C#N)O)CC